lithium potassium 2,2-dihexylmalonate C(CCCCC)C(C(=O)[O-])(C(=O)[O-])CCCCCC.[K+].[Li+]